OC1=C(C=C(C2=CC=CC=C12)C1=CC=CC=C1)C=O 1-(1-hydroxy-4-phenyl-2-naphthalenyl)formaldehyde